3-((E)-Styryl)-quinoline C(=C\C1=CC=CC=C1)/C=1C=NC2=CC=CC=C2C1